1,2,4-tris(4-vinyl oxybutyl) trimellitate C(C=1C(C(=O)OCCCCOC=C)=CC(C(=O)OCCCCOC=C)=CC1)(=O)OCCCCOC=C